FC1=C(N)C=CC(=C1)OC1=CC(=NC=C1)N1N=CC(=C1)C 2-fluoro-4-((2-(4-methyl-1H-pyrazol-1-yl)pyridin-4-yl)oxy)aniline